trifluoroacetaldehyde methyl hemiketal COC(C(F)(F)F)O